C1(CCCC1)N1C(C(=CC2=C1N=CN=C2)CC)=O 8-cyclopentyl-6-ethyl-8H-pyrido[2,3-d]Pyrimidin-7-one